NC=1C=2O[C@@H](C3=CC(=CC=C3C3=NN(C=C3CN3N=CC(=C3C(=CN1)C2)C#N)C)F)C (19R)-22-amino-16-fluoro-10,19-dimethyl-20-oxa-5,6,10,11,23-pentaazapentacyclo[19.3.1.02,6.08,12.013,18]pentacosa-1(24),2,4,8,11,13,15,17,21(25),22-decaene-3-carbonitrile